C(OC)(OCCF)=O methyl (2-fluoroethyl) carbonate